ClC=1C(=NC(=NC1)NC=1C=C(C2=C(COB2O)C1)CC)NC1CCCC1 5-chloro-N4-cyclopentyl-N2-(7-ethyl-1-hydroxy-3H-2,1-benzooxaborol-5-yl)pyrimidine-2,4-diamine